N1(N=CC=C1)C=1C=C(C=C(C1)C(F)(F)F)[C@H](CC(=O)OC)NC(CNC(=O)OC(C)(C)C)=O methyl (S)-3-(3-(1H-pyrazol-1-yl)-5-(trifluoromethyl)phenyl)-3-(2-((tert-butoxycarbonyl)amino)acetamido)propanoate